3-(5-(1-cyclopropyl-3,3-difluoropiperidin-4-yloxy)pyridin-2-yl)-N-(3-methylpyridin-2-yl)-1,2,4-thiadiazol-5-amine C1(CC1)N1CC(C(CC1)OC=1C=CC(=NC1)C1=NSC(=N1)NC1=NC=CC=C1C)(F)F